2-Methyl-2-pyrrolidino-propionic acid CC(C(=O)O)(C)N1CCCC1